C(#N)C1(CCC1)NC1=CC=C(C=C1)CC(=O)O [4-(1-cyanocyclobutylamino)phenyl]acetic acid